3-oxo-1λ3-benzo[d][1,2]iodaoxole-1(3H)-carbonitrile O=C1OI(C2=C1C=CC=C2)C#N